N-{2-[3-amino-4-(2-methoxy-2-methylpropoxy)pyrrolidin-1-yl]-5,6,7,8-tetrahydroquinolin-6-yl}-5-chloro-7-ethyl-7H-pyrrolo[2,3-c]pyridazine-3-carboxamide NC1CN(CC1OCC(C)(C)OC)C1=NC=2CCC(CC2C=C1)NC(=O)C1=CC2=C(N=N1)N(C=C2Cl)CC